C1(=CC=C(C=C1)[C@]1(S)[C@@H]([C@@H](OC(C)=O)[C@@H](OC(C)=O)[C@H](O1)COC(C)=O)NC(C(F)(F)F)=O)C p-tolyl-2-deoxy-2-trifluoroacetamido-3,4,6-tri-O-acetyl-1-thio-beta-D-galactopyranose